FC1=CC(=C(C=C1)NC1=C(C(=O)O)C(=CC=C1)OC)C(C)C 2-((4-fluoro-2-isopropylphenyl)amino)-6-methoxybenzoic acid